FC1=CC=C(CC2=CC3=C(OC[C@@H](N3C(C)=O)C)N=C2OCCO)C=C1 1-((S)-7-(4-fluorobenzyl)-6-(2-hydroxyethoxy)-2-methyl-2,3-dihydro-1H-pyrido[2,3-b][1,4]oxazin-1-yl)ethan-1-one